ClC1=CC2=C(NC(O2)=O)C=C1C(=O)OC methyl 6-chloro-2-oxo-3H-1,3-benzoxazole-5-carboxylate